ClC1=C(C=CC=C1)[C@]1([C@H](CCCC1)NCC=1C=NN(C1)C)NC (1R,2S)-1-(2-chlorophenyl)-N1-methyl-N2-((methyl-1H-pyrazol-4-yl)methyl)-cyclohexane-1,2-diamine